cesium oxazinate O1NC(=CC=C1)C(=O)[O-].[Cs+]